1H-PYRROLO[2,3-C]PYRIDIN N1C=CC=2C1=CN=CC2